tert-butyl (R)-2-methyl-4-(4-((3-methyl-4-((1-methyl-1H-benzo[d]imidazol-5-yl)methyl)phenyl)amino)pyrido[3,2-d]pyrimidin-6-yl)piperazine-1-carboxylate C[C@H]1N(CCN(C1)C=1C=CC=2N=CN=C(C2N1)NC1=CC(=C(C=C1)CC1=CC2=C(N(C=N2)C)C=C1)C)C(=O)OC(C)(C)C